2-(2,4-dioxotetrahydropyrimidin-1(2H)-yl)-5-((4-(5-methylthiophen-3-yl)piperidin-1-yl)methyl)isoindoline-1,3-dione O=C1N(CCC(N1)=O)N1C(C2=CC=C(C=C2C1=O)CN1CCC(CC1)C1=CSC(=C1)C)=O